4-[4-(cyclopropanecarbonylamino)-2-pyrrolidin-1-ylbenzoyl]-3-(4-fluorophenyl)piperazine-1-carboxylic acid tert-butyl ester C(C)(C)(C)OC(=O)N1CC(N(CC1)C(C1=C(C=C(C=C1)NC(=O)C1CC1)N1CCCC1)=O)C1=CC=C(C=C1)F